(1-(3-((2-(4-Methoxyphenyl)quinolin-4-yl)amino)propyl)piperidin-4-yl)methanol ethyl-(2E)-3-{6-bromo-3-[(tert-butoxycarbonyl)amino]-5-methoxypyridin-2-yl}prop-2-enoate C(C)/C(/C(=O)OCC1CCN(CC1)CCCNC1=CC(=NC2=CC=CC=C12)C1=CC=C(C=C1)OC)=C\C1=NC(=C(C=C1NC(=O)OC(C)(C)C)OC)Br